C(C1=CC=CC=C1)OCCCC1N(C(CC1)=O)[C@H](C(=O)O)C(C)(C)C (2S)-2-(2-(3-(benzyloxy)propyl)-5-oxopyrrolidin-1-yl)-3,3-dimethylbutanoic acid